FC=1C=C2C(=C(\C(\C2=CC1)=C/C1=CC=C(C=C1)C(C)C)C)CC(=O)N (E)-2-(5-fluoro-1-(4-isopropylbenzylidene)-2-methyl-1H-inden-3-yl)acetamide